CC1(OB(OC1(C)C)C1=CC=C2C=CNC2=C1)C 6-(4,4,5,5-tetramethyl-1,3,2-dioxaborolane-2-yl)-1H-indole